(4S)-4-benzyl-2-(8-fluoro-3-quinolyl)-4,6,6-trimethyl-5H-1,3-oxazine C(C1=CC=CC=C1)[C@@]1(N=C(OC(C1)(C)C)C=1C=NC2=C(C=CC=C2C1)F)C